[H-].[H-].[Gd+2] gadolinium di-hydride